N-(1-(tert-butylsulfonyl)-2-methyl-1H-indol-6-yl)-4-((2-hydroxyethyl)sulfonamido)-2-(6-azaspiro[2.5]octan-6-yl)benzamide C(C)(C)(C)S(=O)(=O)N1C(=CC2=CC=C(C=C12)NC(C1=C(C=C(C=C1)NS(=O)(=O)CCO)N1CCC2(CC2)CC1)=O)C